O[C@H](CCNC(=O)C=1C=C2CC(N(C2=CC1)C)=O)CN1CCC(=CC1)C1=C(C=CC=C1)OC (R)-N-(3-Hydroxy-4-(4-(2-methoxyphenyl)-3,6-dihydropyridin-1(2H)-yl)butyl)-1-methyl-2-oxoindoline-5-carboxamide